2-chloro-6-methyl-1,4-phenylene ether ClC1=C2C(=CC(=C1)O2)C